2-[(3R)-3-(1-{3-[(1E)-2-cyclopropylvinyl]-1-[(1R)-1-(4,6-dichloropyridin-3-yl)ethyl]pyrazolo[4,3-b]pyrazin-6-yl}azetidin-3-yl)piperidin-1-yl]ethan-1-ol C1(CC1)/C=C/C1=NN(C=2C1=NC=C(N2)N2CC(C2)[C@@H]2CN(CCC2)CCO)[C@H](C)C=2C=NC(=CC2Cl)Cl